1-(hex-5-en-1-yl)-1-phenylmethane C(CCCC=C)CC1=CC=CC=C1